(αS)-1,4-Dihydro-α-(1-methylethyl)-N-[4-methyl-S-(5-methyl-1,2,4-oxadiazol-3-yl)-2-thiazolyl]-2,4-dioxo-3(2H)-quinazolineacetamide CC(C)[C@@H](C(=O)NC=1S(C=C(N1)C)C1=NOC(=N1)C)N1C(NC2=CC=CC=C2C1=O)=O